(6-amino-3-fluoro-5,6,7,8-tetrahydroquinolin-2-yl)piperazine-1-carboxylic acid tert-butyl ester C(C)(C)(C)OC(=O)N1C(CNCC1)C1=NC=2CCC(CC2C=C1F)N